NC1=CC(C(NC1=NC=1C(=NN2C1C=CC=C2)OCCCN(C)C)=NC=2C(=NN1C2C=CC=C1)OCCCN(C)C)=N N,N'-(5-amino-3-iminopyridine-2,6(1H,3H)-diylidene)bis{2-[3-(dimethylamino)propoxy]pyrazolo[1,5-a]pyridin-3-amine}